3,3'-((5-methylpyrimidine-2,4-diyl)bis(azanediyl))bis(N-(tert-butyl)benzenesulfonamide) CC=1C(=NC(=NC1)NC=1C=C(C=CC1)S(=O)(=O)NC(C)(C)C)NC=1C=C(C=CC1)S(=O)(=O)NC(C)(C)C